6-((1-Propenylcyclopropyl)ethynyl)-N2,N4-bis((R)-1,1,1-trifluoropropan-2-yl)-1,3,5-trioxazine-2,4-diamine C(=CC)C1(CC1)C#CC1OC(ON(O1)N[C@@H](C(F)(F)F)C)N[C@@H](C(F)(F)F)C